tert-Butyl N-[(1R)-1-[[4-[1-(benzenesulfonyl)pyrrolo[2,3-b]pyridin-4-yl]phenyl]carbamoyl]-3-methyl-butyl]carbamate C1(=CC=CC=C1)S(=O)(=O)N1C=CC=2C1=NC=CC2C2=CC=C(C=C2)NC(=O)[C@@H](CC(C)C)NC(OC(C)(C)C)=O